FC1(CN(C1)CCC=1C(=NC(N(C1)[C@H](C(=O)O)CC(C)C)=O)C)C (S)-2-(5-(2-(3-fluoro-3-methylazetidin-1-yl)ethyl)-4-methyl-2-oxopyrimidin-1(2H)-yl)-4-methylpentanoic acid